N1(CCCCC1)C(=O)NS(=O)(=O)C1=CC=C(C=C1)C N1-piperidinocarbonyl-4-methylbenzene-1-sulfonamide